C(C(=O)O)(=O)O.C(C)OC(=O)[C@H]1N(CCCC1)NOCC1=CC=CC=C1 (2S,5R)-((benzyloxy)amino)piperidine-2-carboxylic acid ethyl ester oxalate